CC=1C(C=CC(C1)=O)=O 5-methyl-benzoquinone